5-(5-((4-((4-((3,4-dichloro-2-fluorophenyl)amino)-7-methoxyquinazolin-6-yl)oxy)cyclohexyl)methyl)-2,5-diazabicyclo[2.2.2]octan-2-yl)-2-(2,6-dioxopiperidin-3-yl)isoindoline-1,3-dione ClC=1C(=C(C=CC1Cl)NC1=NC=NC2=CC(=C(C=C12)OC1CCC(CC1)CN1C2CN(C(C1)CC2)C=2C=C1C(N(C(C1=CC2)=O)C2C(NC(CC2)=O)=O)=O)OC)F